FC1=C(CNC2=NC(=NC=C2C(=O)N)NC=2C=NN(C2)CCSC)C(=CC=C1)F 4-[(2,6-difluoro-benzyl)amino]-2-[[1-(2-methylthio-ethyl)-1H-pyrazol-4-yl]amino]pyrimidin-5-carboxamide